N-(7-chloro-6-(3-fluoro-1-(3-methyloxetan-3-yl)piperidin-4-yl)isoquinolin-3-yl)cyclopropanecarboxamide ClC1=C(C=C2C=C(N=CC2=C1)NC(=O)C1CC1)C1C(CN(CC1)C1(COC1)C)F